7-(3-(6,7-dihydro-4H-pyrazolo[5,1-c][1,4]oxazin-3-yl)-7,8-dihydro-1,6-naphthyridin-6(5H)-yl)-8-methyl-4H-pyrimido[1,2-b]pyridazin-4-one N1=CC(=C2COCCN21)C=2C=NC=1CCN(CC1C2)C=2C(=CC=1N(N2)C(C=CN1)=O)C